FC1=C(C(=CC=C1)F)C1=C(C(=CC=C1)F)[C@H]1[C@@H](C1)C(=O)OCC |r| rac-ethyl (1R,2R)-2-(2',3,6'-trifluoro[1,1'-biphenyl]-2-yl)cyclopropane-1-carboxylate